C(C)(C)OC1=CC=C(C=C1)[C@@H]1CCC=C2CCN([C@@H]12)S(=O)(=O)CC1=CC=CC=C1 (7S,7aS)-7-(4-isopropoxyphenyl)-1-toluenesulfonyl-2,3,5,6,7,7a-hexahydro-1H-indole